ClC=1N=CC2=C(N1)C(=C(N=C2OC[C@H]2NCCCC(C2)(F)F)Cl)F (S)-2,7-dichloro-5-((4,4-difluoroazepan-2-yl)methoxy)-8-fluoropyrido[4,3-d]pyrimidin